[Br-].BrC=1C[NH+]2N(C1)CC(C2)O 6-bromo-2-hydroxy-2,3-dihydro-1H-pyrazolo[1,2-a]pyrazol-4-ylium bromide